C1(=CC(=CC=C1)C1=NC2=C(C(O1)=O)C=CC=C2)C2=NC1=C(C(O2)=O)C=CC=C1 m-phenylenebis(3,1-benzoxazin-4-one)